methyl 2-(2-chloropyrimidin-4-yl)-4-methoxybutanoate ClC1=NC=CC(=N1)C(C(=O)OC)CCOC